2-((4'-fluoro-[1,1'-biphenyl]-4-yl)oxy)-4-methyl-5-nitropyridine FC1=CC=C(C=C1)C1=CC=C(C=C1)OC1=NC=C(C(=C1)C)[N+](=O)[O-]